ClC1=CC=C(C(=N1)N1N=C(C(=C1C)C)C(F)F)C(C)=O 1-[6-chloro-2-[3-(difluoromethyl)-4,5-dimethyl-pyrazol-1-yl]-3-pyridinyl]ethanone